6-(6-(((1R,3S,5S)-1,5-dimethyl-8-azabicyclo[3.2.1]octan-3-yl)(methyl)amino)pyridazin-3-yl)-3-fluoro-7-hydroxy-N-methyl-2-naphthamide C[C@]12CC(C[C@](CC1)(N2)C)N(C2=CC=C(N=N2)C=2C=C1C=C(C(=CC1=CC2O)C(=O)NC)F)C